FC1(OC2=C(O1)C=CC(=C2)C=2C=C(C=CC2)[C@H](C(=O)N2CC1=C(CCC2)N=C(NC1=O)C1(CC1)C1=CC=CC=C1)O)F (R)-6-(2-(3-(2,2-difluorobenzo[d][1,3]dioxol-5-yl)phenyl)-2-hydroxyacetyl)-2-(1-phenylcyclopropyl)-3,5,6,7,8,9-hexahydro-4H-pyrimido[5,4-c]azepin-4-one